(Z)-ethyl (3-(3-methoxyphenyl)thiazol-2(3H)-ylidene)carbamate COC=1C=C(C=CC1)N1/C(/SC=C1)=N/C(OCC)=O